C(C1=CC=CC=C1)OC(=O)N[C@@H](CCCCNC(COCCOCCNC(OCC1C2=CC=CC=C2C=2C=CC=CC12)=O)=O)C(=O)OC(C1=CC=CC=C1)(C1=CC=CC=C1)C1=C(C=CC=C1)Cl [(2-chlorophenyl)diphenylmethyl] (S)-18-(((benzyloxy)carbonyl)amino)-1-(9H-fluoren-9-yl)-3,12-dioxo-2,7,10-trioxa-4,13-diazanonadecan-19-oate